2-{4-(6-(1,1'-biphenyl-4-yl)-dibenzothiophen-4-yl)-phenyl}-4,6-diphenyl-1,3,5-triazine C1(=CC=C(C=C1)C1=CC=CC=2C3=C(SC21)C(=CC=C3)C3=CC=C(C=C3)C3=NC(=NC(=N3)C3=CC=CC=C3)C3=CC=CC=C3)C3=CC=CC=C3